p-tolyl cyclohexyl(methyl)carbamodithioate C1(CCCCC1)N(C(=S)SC1=CC=C(C=C1)C)C